tert-butyl 1-(4-methylsulfonyloxycyclohexanecarbonyl)piperidine-4-carboxylate CS(=O)(=O)OC1CCC(CC1)C(=O)N1CCC(CC1)C(=O)OC(C)(C)C